methyl 4-(((3R,6S)-1-acryloyl-6-methylpiperidin-3-yl)amino)-1H-pyrrolo[2,3-b]pyridine-5-carboxylate C(C=C)(=O)N1C[C@@H](CC[C@@H]1C)NC1=C2C(=NC=C1C(=O)OC)NC=C2